CN1N=CC(=C1)C=1C=NC2=CC=CC=C2C1 3-(1-methyl-1H-pyrazol-4-yl)quinoline